3-{5-[6-chloro-4-(cyclopropylamino)pyridin-3-yl]-1,3,4-thiadiazol-2-yl}-3,8-diazabicyclo[3.2.1]-octane-8-carboxylic acid tert-butyl ester C(C)(C)(C)OC(=O)N1C2CN(CC1CC2)C=2SC(=NN2)C=2C=NC(=CC2NC2CC2)Cl